C(C)(C)(C)OC(NCC1=CN=C(N=N1)SC)=O ((3-(methylthio)-1,2,4-triazin-6-yl)methyl)carbamic acid tert-butyl ester